C(CCC)C(C(CC(=O)[O-])=O)CCCC.[Sn+4].C(CCC)C(C(CC(=O)[O-])=O)CCCC.C(CCC)C(C(CC(=O)[O-])=O)CCCC.C(CCC)C(C(CC(=O)[O-])=O)CCCC tin dibutylacetoacetate